docosa-7,10,13,16-tetraenoic acid C(CCCCCC=CCC=CCC=CCC=CCCCCC)(=O)O